C1(=CC=CC=C1)NC1=NC(=NC(=N1)NC1=CC=CC=C1)NC1=CC=CC=C1 N,N',N''-triphenyl-melamine